CN1N=CC=C1C1=CC(=CC(=C1)OCC)OCC Methyl-5-(3,5-diethoxyphenyl)-1H-pyrazole